4-(3-methylpyridin-2-yl)thiophene-2-carboxylic acid CC=1C(=NC=CC1)C=1C=C(SC1)C(=O)O